2-chloro-4-(3-fluoro-4-methylphenyl)pyrimidine ClC1=NC=CC(=N1)C1=CC(=C(C=C1)C)F